CC1N(CCC(C1)O)C(=O)ON1C=NC2=C(C1=O)C=NN2C2=CC=C(C=C2)F (1-(4-fluorophenyl)-4-oxo-1,4-dihydro-5H-pyrazolo[3,4-d]pyrimidin-5-yl) methyl-4-hydroxypiperidine-1-carboxylate